4-chloro-2-(3,3-difluoro-4-(p-tolyl)-4-((triethylsilyl)oxy)but-1-en-1-yl)benzamide ClC1=CC(=C(C(=O)N)C=C1)C=CC(C(O[Si](CC)(CC)CC)C1=CC=C(C=C1)C)(F)F